((phosphonomethyl-imino)di-1,1-ethanediyl)bis(N-(carboxymethyl)glycine) P(=O)(O)(O)CN(C(C)N(CC(=O)O)CC(=O)O)C(C)N(CC(=O)O)CC(=O)O